NC=1C=NN(C1C(F)F)C1CCC(CC1)CO ((1r,4r)-4-(4-amino-5-(difluoromethyl)-1H-pyrazol-1-yl)cyclohexyl)methanol